BrC1=CC=CC=2C=3N(C(=NC12)[C@](N)(C)C(=O)NCCC)N=C(N3)C3=C(C=C(C=C3)Cl)OC(F)F 2-{7-bromo-2-[4-chloro-2-(difluoromethoxy)phenyl][1,2,4]triazolo[1,5-c]quinazolin-5-yl}-N-propyl-L-alaninamide